2,5-diamino-p-xylene NC1=C(C=C(C(=C1)C)N)C